7-acetoxy-5-methyl-spiro[2.5]oct-5-ene-4-carboxylic acid methyl ester COC(=O)C1C2(CC2)CC(C=C1C)OC(C)=O